7-bromoquinoline-3,4-diamine BrC1=CC=C2C(=C(C=NC2=C1)N)N